1,4,7,9-tetraazabicyclo[9.3.1]-pentadecane-2,5,8-trione N12C(CNC(CNC(NCC(CCC1)C2)=O)=O)=O